FC=1C(=CC(=NC1)OC)C=1N=C(N2C1[C@H](N(CC2)C(=O)C2=CC=C(C=C2)F)C)C2=NC(=NS2)C (R)-(1-(5-Fluoro-2-methoxypyridin-4-yl)-8-methyl-3-(3-methyl-1,2,4-thiadiazole-5-yl)-5,6-dihydroimidazo[1,5-a]pyrazin-7(8H)-yl)(4-fluorophenyl)methanone